C(C)(C)(C)OC(=O)N[C@@H](CC(=O)OC)C=1C=C(C=CC1)C1=C(C=CC(=C1)OCCCC=C)C Methyl (S)-3-((tert-butoxycarbonyl)amino)-3-(2'-methyl-5'-(pent-4-en-1-yloxy)-[1,1'-biphenyl]-3-yl)propanoate